2-ethoxy-5-isopropyl-benzenesulfonamide C(C)OC1=C(C=C(C=C1)C(C)C)S(=O)(=O)N